NCC1=NNC(C2=CC=C(C=C12)C=1C=NN(C1N1C(C2=CC=CC(=C2C1)Cl)=O)C)=O 4-(aminomethyl)-6-(5-(4-chloro-1-oxo-2,3-dihydro-1H-isoindol-2-yl)-1-methyl-1H-pyrazol-4-yl)phthalazin-1(2H)-one